C(C(=C)C)(=O)OCCC1=NC=NC=N1 methacryloyloxyethyl-s-triazine